The molecule is an organic cation obtained by protonation of the amino groups of (1S,2S,3R,5S)-3,5-diaminocyclohexane-1,2-diol It is an ammonium ion derivative and an organic cation. It is a conjugate acid of a (1S,2S,3R,5S)-3,5-diaminocyclohexane-1,2-diol. C1[C@@H](C[C@@H]([C@H]([C@@H]1[NH3+])O)O)[NH3+]